ClC=1C(=C2C=CN(C2=C(C1)C)S(=O)(=O)C1=CC=C(C)C=C1)CCl 5-Chloro-4-(chloromethyl)-7-methyl-1-tosyl-1H-indole